(E)-4-(dimethylamino)-N-(3-((2-((1-methyl-1H-pyrazol-4-yl)amino)-5-((N-phenylacetamido)methyl)pyrimidin-4-yl)amino)phenyl)but-2-enamide CN(C/C=C/C(=O)NC1=CC(=CC=C1)NC1=NC(=NC=C1CN(C(C)=O)C1=CC=CC=C1)NC=1C=NN(C1)C)C